FC(C1=CC=CC=2N1N=CN2)(F)F 5-(trifluoromethyl)-[1,2,4]triazolo[1,5-a]pyridine